6-(3,4,5-trihydroxybenzamido)hexyl-triphenylphosphonium bromide [Br-].OC=1C=C(C(=O)NCCCCCC[P+](C2=CC=CC=C2)(C2=CC=CC=C2)C2=CC=CC=C2)C=C(C1O)O